CN1CCN(C2=C(C=CC=C12)C)S(=O)(=O)C1=C(C=C(C=C1)C=1OC(=NN1)C)C 1,5-dimethyl-4-[2-methyl-4-(5-methyl-1,3,4-oxadiazol-2-yl)benzenesulfonyl]-1,2,3,4-tetrahydroquinoxaline